COC1=C(C(=CC=C1)OC)NC=1SC2=C(N1)CC[C@@]1([C@H]3CC[C@]4([C@H]([C@@H]3CCC12)CCC4=O)C)C (5aR,5bS,7aS,10aS,10bR)-2-((2,6-dimethyloxyphenyl)amino)-5a,7a-dimethyl-4,5,5a,5b,6,7,7a,9,10,10a,10b,11,12,12a-tetradecahydro-8H-cyclopenta[7,8]phenanthro[2,1-d]thiazol-8-one